COC1=CC(=C2C=CC=NC2=C1)C1(CC1)NC(=O)C=1C=C(OCC2CC=C3N2CCNC3)C=CC1C 6-((3-((1-(7-methoxyquinolin-5-yl)cyclopropyl)carbamoyl)-4-methylphenoxy)methyl)hexahydropyrrolo[1,2-a]pyrazine